4-(4-bromo-1-methyl-pyrazol-3-yl)thiazole BrC=1C(=NN(C1)C)C=1N=CSC1